ethyl (2S)-4-(5-hydroxy-6-methoxy-benzothiophen-2-yl)-2-methyl-4-oxo-butanoate OC=1C(=CC2=C(C=C(S2)C(C[C@@H](C(=O)OCC)C)=O)C1)OC